CC1(COB(O1)C1=CC=C(C=C1)C1=CC=C(C=C1)B1OC(CO1)(C)C)C bis(5,5-dimethyl-1,3,2-dioxaborolan-2-yl)-4,4'-biphenyl